C(C)N1C2=NC(=NC(=C2N=C1)N)SC 9-ethyl-2-(methylthio)-9H-purin-6-amine